C[Si](OC(C)(OC=1C=C(C=CC)C=CC1)C)(C)C m-(1-trimethylsilyloxy-1-methylethoxy)-methylstyrene